C1(CC1)C=1C(=C2C=CN(C2=C(C1)C)C(=O)OC(C)(C)C)CN1[C@@H](C[C@H](CC1)NC1CC(C1)(F)F)C1=CC=C(C=C1)C(=O)OC tert-butyl 5-cyclopropyl-4-(((2S,4S)-4-((3,3-difluorocyclobutyl)amino)-2-(4-(methoxycarbonyl)phenyl)piperidin-1-yl)methyl)-7-methyl-1H-indole-1-carboxylate